COC=1C=2N(C=C(C1)C1=CC3=C(N(C(N3)=O)C3CCN(CC3)CCC)C=C1)N=CN2 5-(8-Methoxy-[1,2,4]triazolo[1,5-a]pyridin-6-yl)-1-(1-propylpiperidin-4-yl)-1,3-dihydro-2H-benzo[d]imidazol-2-on